heptadecene phosphate P(=O)(O)(O)O.C=CCCCCCCCCCCCCCCC